1,2-bis(4-hydroxyphenyl)hexafluoropropane OC1=CC=C(C=C1)C(C(C(F)(F)F)(C1=CC=C(C=C1)O)F)(F)F